CC1=NNC(=C1C1=CC=C(NC([C@H]([C@@H]2CCC3=CC=C(C=C23)C2=NC=NC(=C2)N2CC(C2)F)NC(=O)C2(CC2)F)=O)C=C1)C N-[(1S)-2-[4-(3,5-dimethyl-1H-pyrazol-4-yl)anilino]-1-[(1R)-6-[6-(3-fluoroazetidin-1-yl)pyrimidin-4-yl]indan-1-yl]-2-oxo-ethyl]-1-fluoro-cyclopropanecarboxamide